NC1=NN(C2=CC=C(C(=C12)OC)C1(CC1)C#N)C 1-(3-Amino-4-methoxy-1-methyl-1H-indazol-5-yl)cyclopropane-1-carbonitrile